NC[C@@H]([C@](C)(O)C1=CC=C(C=C1)F)F (2r,3s)-4-amino-3-fluoro-2-(4-fluorophenyl)butan-2-ol